N1(CCCC1)C1=CC=C(C=N1)C1=NOC(=C1)N 3-(6-(pyrrolidin-1-yl)pyridin-3-yl)isoxazol-5-amine